6-chloro-2-(5-fluoro-1H-1,2,4-triazol-3-yl)-5-methoxy-1-methyl-3-(1H-pyrazol-4-yl)-1H-pyrrolo[3,2-b]pyridine ClC=1C=C2C(=NC1OC)C(=C(N2C)C2=NNC(=N2)F)C=2C=NNC2